CN\\1C2=CC=CC=C2S/C1=C\\C3=CC=[N+](C4=CC=CC=C34)CCC[N+](C)(C)C.[I-].[I-] The molecule is a C1 cyanine dye having benzothiazolium-2-yl and quinolinium-4-yl substituents. It has a role as a fluorochrome. It is an organic iodide salt and a cyanine dye. It contains a To-Pro-1(2+).